FC(OC1=CC(=NN1S(=O)(=O)C1=CC=C(C)C=C1)NC1=NC(=CN=C1)C(C)=C1CCOCC1)F N-(5-(difluoromethoxy)-1-tosyl-1H-pyrazol-3-yl)-6-(1-(tetrahydro-4H-pyran-4-ylidene)ethyl)pyrazin-2-amine